(1S,2S)-1-(2-chloro-5-fluorophenyl)-1-(3,6-dimethylpyrazin-2-yl)propan ClC1=C(C=C(C=C1)F)[C@H](CC)C1=NC(=CN=C1C)C